C(C1=CC=CC=C1)[C@@H]1NOCC1 (S)-3-benzylisooxazolidine